tert-butyl ((E)-4-((Z)-6-carbamoyl-4-(3,3-dimethoxypropoxy)-2-((1-ethyl-3-methyl-1H-pyrazole-5-carbonyl)imino)benzo[d]thiazol-3(2H)-yl)but-2-en-1-yl)carbamate C(N)(=O)C1=CC2=C(N(/C(/S2)=N/C(=O)C2=CC(=NN2CC)C)C/C=C/CNC(OC(C)(C)C)=O)C(=C1)OCCC(OC)OC